CC1=C(C=CC=C1C(F)(F)F)[C@@H](C)NC=1C2=C(N=CN1)N=CC(=C2)C2CCNCC2 (R)-N-(1-(2-methyl-3-(trifluoromethyl)phenyl)ethyl)-6-(piperidin-4-yl)pyrido[2,3-d]pyrimidin-4-amine